5-(2-chloro-5-(isobutyrylaminomethyl)benzoylamino)-1-(2,2-difluoroethyl)-1H-indole-2-carboxylic acid ClC1=C(C(=O)NC=2C=C3C=C(N(C3=CC2)CC(F)F)C(=O)O)C=C(C=C1)CNC(C(C)C)=O